4-[2-fluoro-5-hydroxy-4-(6-{methyl[(1R,3S,5S)-1,5-dimethyl-9-azabicyclo[3.3.1]nonan-3-yl]amino}pyridazin-3-yl)phenyl]-1-(fluoromethyl)-1,2-dihydropyridin-2-one FC1=C(C=C(C(=C1)C=1N=NC(=CC1)N(C1C[C@]2(CCC[C@@](C1)(N2)C)C)C)O)C2=CC(N(C=C2)CF)=O